ClC1=NC=CC(=C1Cl)C1=NC(=C(C=C1)CCC(=O)OCC)OC ethyl 3-(2',3'-dichloro-6-methoxy-[2,4'-bipyridin]-5-yl)propanoate